FC(C)(F)C1=NC(=CC(=N1)NC1=C(C=NC(=C1)NC(C)=O)C1=NC=C(C=C1)[C@H]1N(CCOC1)C)C (R)-N-(4'-((2-(1,1-difluoroethyl)-6-methylpyrimidin-4-yl)amino)-5-(4-methylmorpholin-3-yl)-[2,3'-bipyridin]-6'-yl)acetamide